3-Vinyl-2,4-pentadien-1-ol C(=C)C(=CCO)C=C